C(CCCCCCCCCCC)NCCCCN N-dodecylbutane-1,4-diamine